1-phenyl-2-(1-propoxyethoxy)ethane C1(=CC=CC=C1)CCOC(C)OCCC